C(C)N1N=CC=C1C(=O)NC([C@@H](CC)C1=CC=C(C=C1)F)C=1N=C2N(N=C(C=C2)CC2(C(NCC(C2)(F)F)=O)C(=O)OC)C1 methyl 3-((2-((2S)-1-(1-ethyl-1H-pyrazole-5-carboxamido)-2-(4-fluorophenyl)butyl)imidazo[1,2-b]pyridazin-6-yl)methyl)-5,5-difluoro-2-oxopiperidine-3-carboxylate